4-(1-(4-chloro-3-fluorophenyl)-3,3-dimethyl-2,3-dihydro-1H-pyrrolo[3,2-b]pyridine-5-carbonyl)-3,3-dimethylpiperazine-1-carboxylic acid tert-butyl ester C(C)(C)(C)OC(=O)N1CC(N(CC1)C(=O)C1=CC=C2C(=N1)C(CN2C2=CC(=C(C=C2)Cl)F)(C)C)(C)C